[5-(oxetan-3-ylmethyl-sulfonyl)furan-2-carbonyl]Lithium O1CC(C1)CS(=O)(=O)C1=CC=C(O1)C(=O)[Li]